O[C@@]1(C(N(CC1)C)=O)C1=CC(=NO1)C=1C=C(C=CC1)C1=NC=C(C(=N1)C(=O)N)N[C@@H]1COCC1 2-(3-(5-((R)-3-hydroxy-1-methyl-2-oxopyrrolidin-3-yl)isoxazol-3-yl)phenyl)-5-(((S)-tetrahydrofuran-3-yl)amino)pyrimidine-4-carboxamide